4-hydroxy-1H,5H-benzo[1,2-c:4,5-c']difuran OC1=C2C(=COC2)C=C2C1=COC2